OC1CN(C1)C(CC=1C=C2CCC(NC2=CC1)C1=CC=CC=C1)=O 1-(3-hydroxyazetidine-1-yl)-2-(2-phenyl-1,2,3,4-tetrahydroquinolin-6-yl)ethane-1-one